Cl.N1CCC(CC1)CCCC(=O)OCC ethyl 4-(piperidin-4-yl)butanoate hydrochloride